1,2-dimethoxyethane gadolinium [Gd].COCCOC